O1CCC(CC1)C=1N=NN(C1)[C@@H]1CNC[C@H]1OCC1=CC=C(C=C1)C(F)(F)F 4-(tetrahydro-2H-pyran-4-yl)-1-(trans-4-(4-(trifluoromethyl)-benzyloxy)pyrrolidin-3-yl)-1H-1,2,3-triazole